FC1=C(C(=CC=C1)F)C1=NC=CC(=C1)NC1=NC=NC2=CC(=C(C=C12)NC(C=C)=O)OCCCN1CCN(CC1)CC N-(4-((2-(2,6-difluorophenyl)pyridin-4-yl)amino)-7-(3-(4-ethylpiperazin-1-yl)propoxy)quinazolin-6-yl)acrylamide